CS(=O)(=O)O[C@H](C)C[C@H](C=C)CO[Si](C1=CC=CC=C1)(C1=CC=CC=C1)C(C)(C)C (2R,4R)-4-(((TERT-BUTYLDIPHENYLSILYL)OXY)METHYL)HEX-5-EN-2-YL METHANESULFONATE